(2'S,4R,7R)-2-chloro-4-(difluoromethyl)-2'-methyl-1'-prop-2-ynyl-spiro[5H-thieno[2,3-c]pyran-7,4'-piperidine]-4-ol ClC1=CC2=C(S1)[C@@]1(C[C@@H](N(CC1)CC#C)C)OC[C@@]2(O)C(F)F